(R)-6-(1-(1-(dimethylamino)propan-2-yl)-5-methyl-1H-pyrazol-4-yl)-4-((3-fluoropyridin-2-yl)thio)pyrazolo[1,5-a]pyridine-3-carbonitrile CN(C[C@@H](C)N1N=CC(=C1C)C=1C=C(C=2N(C1)N=CC2C#N)SC2=NC=CC=C2F)C